Cl.N[C@@H]1C[C@@](CC1)(O)C(F)(F)F cis-3-amino-1-(trifluoromethyl)cyclopentanol hydrochloride